COC1=C2C(=C(N=C1)N1N=C(N=C1)C)NC=C2C(C(=O)N2CCNCC2)=O 1-(4-methoxy-7-(3-methyl-1H-1,2,4-triazol-1-yl)-1H-pyrrolo[2,3-c]pyridin-3-yl)-2-(piperazin-1-yl)ethane-1,2-dione